ethyl 5-((tert-butoxycarbonyl) amino)-6-methoxy-2-methylpyrazolo[1,5-a]pyridine-3-carboxylate C(C)(C)(C)OC(=O)NC1=CC=2N(C=C1OC)N=C(C2C(=O)OCC)C